O(C1=CC=CC=C1)CC1=NOCO1 Phenoxymethyl-1,4,2-dioxazole